BrC1=CC=C2C(C(=C(N(C2=C1)C(C)C)C(=O)OCC)C)=O ethyl 7-bromo-1-isopropyl-3-methyl-4-oxo-1,4-dihydroquinolin-2-carboxylate